N1N=CC2=NC=CC(=C21)O 1H-pyrazolo[4,3-b]pyridin-7-ol